tert-butyl 4-((5-bromo-2,3-dihydro-1H-inden-1-yl)methylene)piperidine-1-carboxylate BrC=1C=C2CCC(C2=CC1)C=C1CCN(CC1)C(=O)OC(C)(C)C